7-(Cyclohexylthio)-3,4-dihydro-2H-pyrido[3,2-b][1,4]oxazine C1(CCCCC1)SC1=CC=2OCCNC2N=C1